The molecule is a UDP-N-acetyl-mannosaminouronic acid in which the N-acetyl-mannosaminouronic acid fragment has D-configuration. It derives from a N-acetyl-D-mannosaminouronic acid. It is a conjugate acid of an UDP-N-acetyl-D-mannosaminouronate(3-). CC(=O)N[C@H]1[C@H]([C@@H]([C@H](OC1OP(=O)(O)OP(=O)(O)OC[C@@H]2[C@H]([C@H]([C@@H](O2)N3C=CC(=O)NC3=O)O)O)C(=O)O)O)O